(beta-D-glucopyranosyl)-5-methyl-4-isoxazolin-3-one [C@@H]1([C@H](O)[C@@H](O)[C@H](O)[C@H](O1)CO)N1OC(=CC1=O)C